5-(4-methyl-5-{(1R)-1-[2-(3-methylphenyl)-2H-tetrazol-5-yl]ethoxy}-4H-1,2,4-triazol-3-yl)pyrimidine CN1C(=NN=C1O[C@H](C)C=1N=NN(N1)C1=CC(=CC=C1)C)C=1C=NC=NC1